NC1CCN(CC1)C1=NC2=CC=C(C=C2C(=N1)C1=CC(=C(C#N)C=C1)F)C1=C2C=NN(C2=CC=C1)C 4-(2-(4-aminopiperidin-1-yl)-6-(1-methyl-1H-indazol-4-yl)quinazolin-4-yl)-2-fluorobenzonitrile